O\N=C(\C1=CC=C(C=C1)O[C@@H](CC1=CC=CC=C1)C)/N (R,Z)-N'-hydroxy-4-((1-phenylpropan-2-yl)oxy)benzimidamide